2,2'-m-phenylene-bis(2-oxazoline) C1(=CC(=CC=C1)C=1OCCN1)C=1OCCN1